FC(C(OC1OCCCC1)C=1C(=NC=CC1)CCNC(OC(C)(C)C)=O)F tert-butyl (2-(3-(2,2-difluoro-1-((tetrahydro-2H-pyran-2-yl)oxy)ethyl)pyridin-2-yl)ethyl)carbamate